4-phenylthiophenyl diphenyl-p-toluenesulfonate C1(=CC=CC=C1)C(C1=CC=C(C=C1)S(=O)(=O)OC=1SC=C(C1)C1=CC=CC=C1)C1=CC=CC=C1